C(C)OC(=O)C=1SC(=C(N1)C(=O)N1[C@H](CCC1)C)C=1C=NC(=CC1C(F)F)NCC(C)(C)C (S)-5-(4-(difluoromethyl)-6-(neopentylamino)pyridin-3-yl)-4-(2-methylpyrrolidine-1-carbonyl)thiazole-2-carboxylic acid ethyl ester